6-(6-chloro-1-((2-(trimethylsilyl)ethoxy)methyl)-1H-pyrrolo[3,2-c]pyridin-2-yl)-N-(2,2,2-trifluoroethyl)pyrimidin-4-amine ClC1=CC2=C(C=N1)C=C(N2COCC[Si](C)(C)C)C2=CC(=NC=N2)NCC(F)(F)F